monostearylglycerol CCCCCCCCCCCCCCCCCCC(CO)(CO)O